C(C)(=O)C1=CSC2=CC=CC=C12 3-acetylthiaindene